(R)-3-((5-cyclopropylpyrimidin-4-yl)oxy)-2,2-dimethyl-N-(1-methylpyrrolidin-3-yl)propanamide C1(CC1)C=1C(=NC=NC1)OCC(C(=O)N[C@H]1CN(CC1)C)(C)C